silicon (ii) 3,4-dihydro-2,7-naphthyridin-1(2H)-one C1(NCCC2=CC=NC=C12)=O.[Si+2]